7-[(2S,3S,4R,5R)-3,4-bis(benzyloxy)-5-[(benzyloxy)methyl]oxolan-2-yl]-3H-furo[3,2-d]pyrimidin-4-one C(C1=CC=CC=C1)O[C@H]1[C@@H](O[C@@H]([C@H]1OCC1=CC=CC=C1)COCC1=CC=CC=C1)C1=COC2=C1N=CNC2=O